ClC=1N=C(SC1N(C(C[C@H](C(=O)N)C)=O)[C@H]1C2=C(CN3N(C1=O)CCC3)C=CC=C2)C(NC(C)C)=O (R)-N4-(4-Chloro-2-(isopropylcarbamoyl)thiazol-5-yl)-2-methyl-N'-((S)-11-oxo-2,3,10,11-tetrahydro-1H,5H-benzo[d]pyrazolo[1,2-a][1,2]diazepin-10-yl)succinamide